ClC1=C(C=CC=C1)CN(C(C(=O)OCC(F)(F)F)=O)CC1=NC=C(C=C1)C(F)(F)F 2,2,2-trifluoroethyl 2-[(2-chlorophenyl)methyl-[[5-(trifluoromethyl)-2-pyridyl]methyl]amino]-2-oxo-acetate